tert-butyl 3-((1-((2-hydroxyethoxy)methyl)cyclopropyl)(methyl)carbamoyl)-6,7-dihydropyrazolo[1,5-a]pyrazine-5(4H)-carboxylate OCCOCC1(CC1)N(C(=O)C=1C=NN2C1CN(CC2)C(=O)OC(C)(C)C)C